C(=C)C1=CC=C(CC(CC2=NNC(=N2)CC)C2=NNC(=N2)CC)C=C1 1-(4-vinylbenzyl)-3,3'-ethylenebis(5-ethyl-1H-1,2,4-triazole)